7-(3-(1-(2,2-difluoro-1-(4-fluorophenyl)propyl)-1H-pyrazol-4-yl)-2-fluorophenyl)-8-methoxy-[1,2,4]triazolo[1,5-a]pyridin-2-amine FC(C(C1=CC=C(C=C1)F)N1N=CC(=C1)C=1C(=C(C=CC1)C1=C(C=2N(C=C1)N=C(N2)N)OC)F)(C)F